2-(2,6-dioxopiperidin-3-yl)-4-(4-(piperazin-1-ylmethyl)piperidin-1-yl)isoindoline-1,3-dione hydrochloride Cl.O=C1NC(CCC1N1C(C2=CC=CC(=C2C1=O)N1CCC(CC1)CN1CCNCC1)=O)=O